FC(OC1=NN(C2=CN=C(C(=C21)C2=CC(=C(C=C2)S(=O)(=O)C(F)F)C)C(=O)N)C(C2=CC=CC=C2)(C2=CC=CC=C2)C2=CC=CC=C2)F 3-(difluoromethoxy)-4-[4-(difluoromethanesulfonyl)-3-methyl-phenyl]-1-trityl-pyrazolo[3,4-c]pyridine-5-carboxamide